5-Phenyl-L-norvaline C1(=CC=CC=C1)CCC[C@H](N)C(=O)O